cyclopropyl (4-chloro-2-(((S)-4-(methylamino)-3,4-dioxo-1-((S)-2-oxopyrrolidin-3-yl)butan-2-yl)carbamoyl)phenyl)carbamate ClC1=CC(=C(C=C1)NC(OC1CC1)=O)C(N[C@@H](C[C@H]1C(NCC1)=O)C(C(=O)NC)=O)=O